[(4-methoxyphenyl)methyl]-3-[(1R)-1-(methylamino)ethyl]pyridin-2-amine COC1=CC=C(C=C1)CC1=C(C(=NC=C1)N)[C@@H](C)NC